1-(2-chloro-4-nitrophenyl)-4-methyl-1H-tetrazol-5(4H)-one ClC1=C(C=CC(=C1)[N+](=O)[O-])N1N=NN(C1=O)C